5-cyclopropyl-3-(cyclopropylamino)pyridine-2-carboxylic acid C1(CC1)C=1C=C(C(=NC1)C(=O)O)NC1CC1